C(C)(C)(C)OC(=O)N[C@H](CC(=O)OCC1=CC=CC=C1)CO Benzyl (3R)-3-[(tert-butoxycarbonyl) amino]-4-hydroxybutanoate